3-(7-bromo-1-oxo-1H-benzo[de]isoquinolin-2(3H)-yl)piperidine-2,6-dione BrC=1C=2C3=C(CN(C(C3=CC1)=O)C1C(NC(CC1)=O)=O)C=CC2